FC(C(=O)O)(F)F.N[C@H](CC1=C(C=2N=C(N=C(C2S1)NCC=1OC=CC1)C#N)C)C 6-[(2S)-2-aminopropyl]-4-{[(furan-2-yl)methyl]amino}-7-methylthieno[3,2-d]pyrimidine-2-carbonitrile trifluoroacetic acid salt